FC=1C=C2CNC(C2=CC1O)=O 5-fluoro-6-hydroxyisoindolin-1-one